C1(CC1)CN1C(=CC2=CC=CC(=C12)CC1OCCCC1)C1=NC2=C(N1C)C(=CC(=C2)C(=O)N2[C@@H]1CC[C@H](C2)[C@H]1N)OC (1R,4R,7R)-2-{2-[1-(cyclopropylmethyl)-7-[(oxan-2-yl)methyl]-1H-indol-2-yl]-7-methoxy-1-methyl-1H-1,3-benzodiazole-5-carbonyl}-2-azabicyclo[2.2.1]heptan-7-amine